1-(4-(3-((4-(trifluoromethyl)phenyl)amino)pyridazin-4-yl)piperazin-1-yl)prop-2-en-1-one FC(C1=CC=C(C=C1)NC=1N=NC=CC1N1CCN(CC1)C(C=C)=O)(F)F